CC1=C(C=O)C=CC(=C1)S(F)(F)(F)(F)F 2-methyl-4-(pentafluoro-sulfanyl)benzaldehyde